4-(2-adamantylamino)-6-bromo-N'-[4-[tert-butyl(dimethyl)silyl]oxy-2-methyl-phenyl]-pyrrolo[1,2-b]pyridazine-3-carboxamidine C12C(C3CC(CC(C1)C3)C2)NC=2C=3N(N=CC2C(=NC2=C(C=C(C=C2)O[Si](C)(C)C(C)(C)C)C)N)C=C(C3)Br